6-(3,5-dimethoxybenzyl)-8-(morpholin-4-yl)-2-phenyl-2,6-dihydroimidazo[1,2-c]pyrido[2,3-e]pyrimidin-5(3H)-one COC=1C=C(CN2C(N3C(C4=C2C=C(C=N4)N4CCOCC4)=NC(C3)C3=CC=CC=C3)=O)C=C(C1)OC